COC(NCC)OC ethyl-formamide dimethyl acetal